2-fluoro-4-(5-methyl-1,3,4-thiadiazol-2-yl)-N-(8-methyl-6-thiazol-2-yl-1-isoquinolyl)-N-[rac-(3R)-3-piperidyl]benzamide FC1=C(C(=O)N([C@H]2CNCCC2)C2=NC=CC3=CC(=CC(=C23)C)C=2SC=CN2)C=CC(=C1)C=1SC(=NN1)C |r|